ClC1=C(C#N)C(=CC=C1)N1N=CC(=C1)C1=CN(C(C=C1C=1C=NC(=NC1)NC(C)C)=O)C 2-chloro-6-(4-(4-(2-(isopropylamino)pyrimidin-5-yl)-1-methyl-6-oxo-1,6-dihydropyridin-3-yl)-1H-pyrazol-1-yl)benzonitrile